2-amino-6-cyclopropyl-7-[(3,3-difluorocyclobutyl)methyl]-1-(5-methyl-1-tetrahydropyran-2-yl-indazol-4-yl)pyrrolo[3,2-c]pyridine-3-carbonitrile NC1=C(C=2C=NC(=C(C2N1C1=C2C=NN(C2=CC=C1C)C1OCCCC1)CC1CC(C1)(F)F)C1CC1)C#N